5-(4-(Benzyloxy)-2,6-dimethylbenzyl)-3-cyclopropyl-1-toluenesulfonyl-1H-pyrrolo[3,2-b]pyridine C(C1=CC=CC=C1)OC1=CC(=C(CC2=CC=C3C(=N2)C(=CN3S(=O)(=O)CC3=CC=CC=C3)C3CC3)C(=C1)C)C